(2-methyl-1-benzothien-3-yl)-1-[(1-methyl-1H-pyrazol-4-yl)(oxazolidin-4-yl)sulfamoyl]urea CC=1SC2=C(C1N(C(=O)N)S(N(C1NCOC1)C=1C=NN(C1)C)(=O)=O)C=CC=C2